N1=CN=CC2=C1C(=CN2)C2=NC1=CC=C3C(=C1C=1CCCCC21)C=NN3 7-(5H-pyrrolo[3,2-d]pyrimidin-7-yl)-8,9,10,11-tetrahydro-3H-pyrazolo[4,3-a]phenanthridine